CC(C(=O)OC)(COC1=C(C=CC=C1)C(F)(F)F)C methyl 2,2-dimethyl-3-(2-(trifluoromethyl) phenoxy)propanoate